ClC1=CC=C(C=C1)N1N=C2C(=NN=C(C2=C1C)C)N1CCC(CC1)C(=O)N1CCN(CC1)CC (1-(2-(4-chlorophenyl)-3,4-dimethyl-2H-pyrazolo[3,4-d]pyridazin-7-yl)piperidin-4-yl)(4-ethylpiperazin-1-yl)methanone